ClC1=NC2=C(N1)C=C(C=C2)C(=O)O 2-chloro-1H-benzoimidazole-6-carboxylic acid